FC1=C(C=C2C(=NNC2=C1)C)C1=CN=C2N1N=C(C=C2)N2C[C@@H](O[C@@H](C2)C)C (2S,6R)-4-(3-(6-fluoro-3-methyl-1H-indazol-5-yl)imidazo[1,2-b]pyridazin-6-yl)-2,6-dimethylmorpholine